1-(Ethylamino)-1,3,4,5,7,8,9,10-octahydrophenanthridin-6(2H)-one C(C)NC1CCCC=2NC(C=3CCCCC3C12)=O